FC=1C=C(C=NC1NCC(F)(F)F)N1N=NC(=C1)C(=O)O 1-[5-fluoro-6-[(2,2,2-trifluoroethyl)amino]pyridin-3-yl]-1,2,3-triazole-4-carboxylic acid